(2-(4-methylpiperazin-1-yl)ethyl)-5-(2-nitrophenyl)-2-(4-(trifluoromethoxy)phenyl)oxazole-4-carboxamide CN1CCN(CC1)CCNC(=O)C=1N=C(OC1C1=C(C=CC=C1)[N+](=O)[O-])C1=CC=C(C=C1)OC(F)(F)F